Ethylimino-[2-(3-ethylsulfonyl-5-pyrimidin-2-yl-2-pyridyl)-1,3-benzoxazol-5-yl]-oxo-(trifluoromethyl)-lambda6-sulfane C(C)N=S(C(F)(F)F)(=O)C=1C=CC2=C(N=C(O2)C2=NC=C(C=C2S(=O)(=O)CC)C2=NC=CC=N2)C1